3,6-dichloro-5-(2-methyl-1H-indol-3-yl)cyclohexane-2,5-diene-1,4-dione ClC1=CC(C(=C(C1=O)C1=C(NC2=CC=CC=C12)C)Cl)=O